6-fluoro-N-((3R,4R)-3-fluoro-1-(oxetan-3-yl)piperidin-4-yl)-5-(1-(2-fluoroethyl)-1H-benzo[d][1,2,3]triazol-6-yl)-4-(methoxy-d3)pyrrolo[2,1-f][1,2,4]triazin-2-amine FC=1C(=C2C(=NC(=NN2C1)N[C@H]1[C@@H](CN(CC1)C1COC1)F)OC([2H])([2H])[2H])C=1C=CC2=C(N(N=N2)CCF)C1